3-{4-[2-(trifluoromethoxy)ethoxy]-1H-pyrazol-1-yl}bicyclo[1.1.1]pentan-1-amine FC(OCCOC=1C=NN(C1)C12CC(C1)(C2)N)(F)F